(2-(6-(2-ethyl-5-fluoro-4-hydroxyphenyl)-1H-indazol-3-yl)-1H-imidazol-4-yl)methyl-1-methyl-1H-pyrazole-4-carboxamide C(C)C1=C(C=C(C(=C1)O)F)C1=CC=C2C(=NNC2=C1)C=1NC=C(N1)CC1=NN(C=C1C(=O)N)C